1-(2-(benzylamino)phenyl)ethane C(C1=CC=CC=C1)NC1=C(C=CC=C1)CC